1,6-bis(5-(trimethylstannyl)thiophene-2-yl)hexane C[Sn](C1=CC=C(S1)CCCCCCC=1SC(=CC1)[Sn](C)(C)C)(C)C